C1(CCCC1)C=1OC=C(N1)C(C(=O)OCC)(C)C ethyl 2-(2-cyclopentyloxazol-4-yl)-2-methylpropanoate